FC(C=1C=C(C=C(C1)C(F)(F)F)NC(=O)C1=NC(=CC=C1)C(=O)NCC1=C(C=CC=C1)C=1C(=NC=CC1)F)(F)F N2-(3,5-Bis(trifluoromethyl)phenyl)-N6-(2-(2-fluoropyridin-3-yl)benzyl)pyridine-2,6-dicarboxamide